S(CC(=O)OCCC)CC(=O)OCCC dipropyl thiodiacetate